strontium difluoroborate B([O-])(F)F.[Sr+2].B([O-])(F)F